N1C=NC(=C1)C1CN(CCC1)C1=NC=CC(=N1)C1=CN=C2N1C=C(N=C2)C(F)(F)F 3-(2-(3-(1H-Imidazol-4-yl)piperidin-1-yl)pyrimidin-4-yl)-6-(trifluoromethyl)imidazo[1,2-a]pyrazine